C(C)(=O)C1=C(C=C(C=C1)C(F)(F)F)C1=CC(N(N=C1OC)CC1=CC=C(C=C1)OC)=O 5-(2-acetyl-5-(trifluoromethyl)phenyl)-6-methoxy-2-(4-methoxybenzyl)pyridazin-3(2H)-one